C(C)(C)(C)OC(NC1=C(C=CC(=C1)N1CCC(CC1)N1CCOCC1)N)=O tert-butyl(2-amino-5-(4-morpholinopiperidin-1-yl)phenyl)carbamate